6-[2-hydroxy-4-(2-hydroxypropoxy)-3-methylphenyl]-5-methyl-4,5-dihydro-2H-pyridazine OC1=C(C=CC(=C1C)OCC(C)O)C=1C(CCNN1)C